tris[2-(1H-pyrazol-1-yl)-4-t-butylpyridine] cobalt [Co].N1(N=CC=C1)C1=NC=CC(=C1)C(C)(C)C.N1(N=CC=C1)C1=NC=CC(=C1)C(C)(C)C.N1(N=CC=C1)C1=NC=CC(=C1)C(C)(C)C